thujen C12(C=CC(C1C2)C)C(C)C